FC1=C(C=CC=C1)/C=C/C=1C=C(C(=NC1)C(C)C)O 5-[(E)-2-(2-fluorophenyl)vinyl]-2-isopropyl-pyridin-3-ol